CN1N=CC=C1C1=CN(CCS1)C1=C2N=CNC2=NC=N1 6-(1-methyl-1H-pyrazol-5-yl)-4-(9H-purin-6-yl)-3,4-dihydro-2H-1,4-thiazine